ClC1=C(C=CC(=C1)C(F)(F)F)CNC1CN(C1)C=1C(=NC2=C(C=CC=C2C1)O)S(=O)(=O)C(=O)N1C[C@H](CC1)N1N=NN=C1 [3-[[2-Chloro-4-(trifluoromethyl)phenyl]methylamino]azetidin-1-yl]-[(3S)-3-(tetrazol-1-yl)pyrrolidin-1-yl]methanonesulfonyl-quinolin-8-ol